OC=1C=C(C=CC1OC)C1=CC=CC=C1C#CC1=CC=NC=C1 3'-hydroxy-4'-methoxy-6-pyridin-4-ylethynyl-biphenyl